tert-Butyl 2-(3-Acetyl-6-hydroxyindazol-1-yl)acetate C(C)(=O)C1=NN(C2=CC(=CC=C12)O)CC(=O)OC(C)(C)C